2-chloromethyl-5-(4-(dimethylamino)phenyl)-1,3,4-oxadiazole ClCC=1OC(=NN1)C1=CC=C(C=C1)N(C)C